4-((2S,3R,4R,5R)-3-(3,4-difluoro-2-methoxyphenyl)-4-methyl-5-(trifluoromethyl)tetrahydrofuran-2-carboxamido)picolinamide FC=1C(=C(C=CC1F)[C@@H]1[C@H](O[C@H]([C@@H]1C)C(F)(F)F)C(=O)NC1=CC(=NC=C1)C(=O)N)OC